8-(3,3-Dimethylbutyl)-2-((6-(trifluoromethyl)pyridin-3-yl)sulfonyl)-2,8-diazaspiro[4.5]decane CC(CCN1CCC2(CCN(C2)S(=O)(=O)C=2C=NC(=CC2)C(F)(F)F)CC1)(C)C